Nitrogen water O.[N]